C1(CC1)S(=O)(=O)N1N=CC(=C1)C=1C=C2CN(N3C(C2=CC1OC)=CC(C(=C3)C(=O)OCC)=O)C(C)C ethyl 9-(1-(cyclopropylsulfonyl)-1H-pyrazol-4-yl)-6-isopropyl-10-methoxy-2-oxo-6,7-dihydro-2H-pyrido[2,1-a]phthalazine-3-formate